C(C)(C)(C)OC(=O)N1[C@@H](CN(CC1)C1=NC=C(C=C1)NC(=O)C=1N=CC=2N(C1)C=C(N2)C)C (R)-2-methyl-4-(5-(2-methylimidazo[1,2-a]pyrazine-6-carboxamido)pyridin-2-yl)piperazine-1-carboxylic acid tert-butyl ester